Bis[2-(diphenylphosphino)phenyl] Ether C1(=CC=CC=C1)P(C1=C(C=CC=C1)OC1=C(C=CC=C1)P(C1=CC=CC=C1)C1=CC=CC=C1)C1=CC=CC=C1